5-(4-((6-bromo-3-ethyl-2-oxo-4-thioxo-1,2,3,4-tetrahydroquinazolin-7-yl)methyl)piperazin-1-yl)-6-fluoro-N-methylpicolinamide BrC=1C=C2C(N(C(NC2=CC1CN1CCN(CC1)C=1C=CC(=NC1F)C(=O)NC)=O)CC)=S